COC1=CC=C(C=C1)[C@@H](C)N (1R)-1-(4-methoxyphenyl)ethylamine